N-(2,3-epoxypropyl)phthalimide C(C1CO1)N1C(C=2C(C1=O)=CC=CC2)=O